N-((1,3,5-triisopropyl-1H-pyrazol-4-yl)carbamoyl)-6,7-dihydro-5H-pyrazolo[5,1-b][1,3]oxazine-3-sulfonamide C(C)(C)N1N=C(C(=C1C(C)C)NC(=O)NS(=O)(=O)C=1C=NN2C1OCCC2)C(C)C